ClC=1C=CC2=C(N(CN(S2(=O)=O)[C@@H]([C@H](C)C2=C(C(=CC=C2F)C)C)C2=NNC(O2)=O)C2COC2)C1 5-((1S,2R)-1-(6-chloro-4-(oxetan-3-yl)-1,1-dioxido-3,4-dihydro-2H-benzo[e][1,2,4]thiadiazin-2-yl)-2-(6-fluoro-2,3-dimethylphenyl)propyl)-1,3,4-oxadiazol-2(3H)-one